C(C)(C)(C)OC(=O)N1C[C@@H]([C@@H](CC1)NC(=O)OCC1=CC=CC=C1)N=[N+]=[N-].FC1=CC=C(OC2CC(C2)C(=O)NC2=CC(=C(C=C2)OC=2C=NC(=NC2)N2CCOCC2)C)C=C1 3-(4-fluorophenoxy)-N-(3-methyl-4-((2-morpholino-pyrimidin-5-yl)oxy)phenyl)cyclobutane-1-carboxamide (3S,4R)-tert-butyl-3-azido-4-(((benzyloxy)carbonyl)amino)piperidine-1-carboxylate